NCCN1CCN(CC1)C=1C=C2C(=CC=NC2=CC1)C(=O)NCC(=O)N1[C@@H](CC(C1)(F)F)C#N (S)-6-(4-(2-aminoethyl)piperazin-1-yl)-N-(2-(2-cyano-4,4-difluoropyrrolidin-1-yl)-2-oxoethyl)quinoline-4-carboxamide